3-{4-[(4-nitrophenyl)methyl]piperazin-1-yl}-N-(pyridin-2-ylmethyl)propanamide zinc di-ethylfumarate C(C)\C(=C(/C(=O)[O-])\CC)\C(=O)[O-].[Zn+2].[N+](=O)([O-])C1=CC=C(C=C1)CN1CCN(CC1)CCC(=O)NCC1=NC=CC=C1